2,4-Diaminophenoxyethanol 2HCl C1=CC(=C(C=C1N)N)OCCO.Cl.Cl